thiaAzole-4-carboxylic acid ethyl ester C(C)OC(=O)C=1N=CSC1